4-[[(4-fluorooxan-4-yl)methyl]amino]-3-nitrobenzene FC1(CCOCC1)CNC1=C(C=CC=C1)[N+](=O)[O-]